C(C(=C)CC(=O)[O-])(=O)[O-].C(C)C(CO)CCCC.[Na+].[Na+] sodium 2-ethylhexanol Itaconate